6-fluoro-4-(4-(2-(2-oxo-1,2-dihydroquinolin-7-yl)ethyl)piperazin-1-yl)benzo[b]thiophene-2-carboxamide FC=1C=C(C2=C(SC(=C2)C(=O)N)C1)N1CCN(CC1)CCC1=CC=C2C=CC(NC2=C1)=O